FC=1C=CC=2C3=C(C(N(C2C1)CCC(=O)O)=O)C=NN3C 3-(7-fluoro-1-methyl-4-oxo-pyrazolo[4,3-c]quinolin-5-yl)propionic acid